P(=O)(OCC1=CC=C(C=C1)C=1C=2C=CC=3N(C2N=C(C1)C(C(F)(F)F)(F)F)C=C(N3)C=3OC=NN3)(O)O 4-(8-(1,3,4-Oxadiazol-2-yl)-2-(perfluoroethyl)imidazo[1,2-a][1,8]naphthyridin-4-yl)benzyl dihydrogen phosphate